2-(pyridin-4-yl)-4,5-dihydrothiazol-4-ol N1=CC=C(C=C1)C=1SCC(N1)O